3-iodo-1,2-dihydroxypropanediol ICC(C(O)(O)O)O